N-(3-amino-2,4,5-trifluorophenyl)-N-((2-(trimethylsilyl)ethoxy)methyl)propane-1-sulfonamide NC=1C(=C(C=C(C1F)F)N(S(=O)(=O)CCC)COCC[Si](C)(C)C)F